2,4,6-tris-(4-pyridyl)pyridine N1=CC=C(C=C1)C1=NC(=CC(=C1)C1=CC=NC=C1)C1=CC=NC=C1